2,6-dimethyl-8-oxooctan-2-yl 2-phenylacetate C1(=CC=CC=C1)CC(=O)OC(C)(CCCC(CC=O)C)C